6-fluoro-N-((3R,4R)-3-fluoro-1-(oxetan-3-yl)piperidin-4-yl)-5-(1-(2-fluoroethyl)-2-methyl-1H-benzo[d]imidazol-6-yl)-4-methoxypyrrolo[2,1-f][1,2,4]triazin-2-amine FC=1C(=C2C(=NC(=NN2C1)N[C@H]1[C@@H](CN(CC1)C1COC1)F)OC)C=1C=CC2=C(N(C(=N2)C)CCF)C1